5-(((4-(tert-butyl) phenoxy) (((S)-1-(2,2-dimethylbutoxy)-1-oxopropan-2-yl) amino) phosphoryl) oxyMethyl)-2-cyanotetrahydrofuran-3,4-diylbis(2-methylpropionate) C(C)(C)(C)C1=CC=C(OP(=O)(N[C@H](C(=O)OCC(CC)(C)C)C)OCC2C(C(C(O2)C#N)C(C(=O)[O-])(C)C)C(C(=O)[O-])(C)C)C=C1